C(C)(C)(C)C=1C(=NC=CC1NC(CC1=C(C=CC(=C1)F)OC)=O)C(=O)N tert-butyl-4-[[2-(5-fluoro-2-methoxy-phenyl)acetyl]amino]pyridine-2-carboxamide